ClC1=C(C(=O)N(C)C)C=CC(=C1)NC1=NC=C(C(=N1)N[C@H](CO)C1=CC=CC=C1)C=1OC(=NN1)C 2-chloro-4-[[4-[[(1S)-2-hydroxy-1-phenyl-ethyl]amino]-5-(5-methyl-1,3,4-oxadiazol-2-yl)pyrimidin-2-yl]amino]-N,N-dimethyl-benzamide